NC1=NC=CC(=C1)CC=1C(=C(C(=C(C(=O)N)C1)NC1=C(C=C(C=C1)I)F)F)F 5-[(2-Aminopyridin-4-yl)methyl]-3,4-difluoro-2-(2-fluoro-4-iodoanilino)benzamide